9-[4-O-(β-D-galactopyranosyl)-D-fructofuranosyl]-9H-purine [C@@H]1([C@H](O)[C@@H](O)[C@@H](O)[C@H](O1)CO)O[C@H]1[C@@H](C(CO)(O[C@@H]1CO)N1C2=NC=NC=C2N=C1)O